1,1,1,3,3,3-hexafluoropropan-2-yl (S)-1-(((4-methyltetrahydro-2H-pyran-4-yl)methyl)carbamoyl)-6-azaspiro[2.5]octane-6-carboxylate CC1(CCOCC1)CNC(=O)[C@H]1CC12CCN(CC2)C(=O)OC(C(F)(F)F)C(F)(F)F